(S)-6-((2-(3-aminopiperidin-1-yl)-5-chloro-1H-benzo[d]imidazol-1-yl)methyl)nicotinonitrile N[C@@H]1CN(CCC1)C1=NC2=C(N1CC1=NC=C(C#N)C=C1)C=CC(=C2)Cl